C(N)(=O)C1(CCC1)N1C(C(=CC=C1)COC=1C=CC2=C(C=C(O2)C)C1)OC N-(1-carbamoylcyclobutyl)-5-((2-methoxypyridin-3-yl)methoxy)-2-methylbenzofuran